4-tert-butyl-6-isobutyl-m-phenylenediamine C(C)(C)(C)C1=C(C=C(C(=C1)CC(C)C)N)N